C(=O)O.C(C)OC1=NC=CC=C1C1=NC(=C(C=C1)N1[C@@H](CN(CC1)C(=O)O[C@H](C(F)(F)F)C(C)(C)C)CC)C(N[C@H]1CNCC1)=O (2S)-1,1,1-trifluoro-3,3-dimethylbutane-2-yl (3R)-4-(2'-ethoxy-6-{[(3R)-pyrrolidin-3-yl]carbamoyl}-[2,3'-bipyridin]-5-yl)-3-ethylpiperazine-1-carboxylate formate